ClC1=CC=C(C=C1)CS(=O)(=O)/C=C/C=1C=C(C(=CC1)O)O (E)-4-{2-[(4-chlorophenyl)methanesulfonyl]ethenyl}benzene-1,2-diol